ClC1=CC(=C(C=C1)N1N=NC(=C1CN1N=CC(=CC1=O)N1CCN(CC1)C(=O)C1CC1)C)F 2-[[3-(4-chloro-2-fluoro-phenyl)-5-methyl-triazol-4-yl]methyl]-5-[4-(cyclopropanecarbonyl)piperazin-1-yl]pyridazin-3-one